(S)-3-amino-N-(2-(4-((3-(1-(2,2-difluoroethyl)-3-(trifluoromethyl)-1H-pyrazol-4-yl)imidazo[1,2-a]pyrazin-8-yl)amino)-2-ethylbenzamido)ethyl)pyrrolidine-1-carboxamide formate C(=O)O.N[C@@H]1CN(CC1)C(=O)NCCNC(C1=C(C=C(C=C1)NC=1C=2N(C=CN1)C(=CN2)C=2C(=NN(C2)CC(F)F)C(F)(F)F)CC)=O